8,9-dimethyl-7-(3-(o-tolyl)-7,8-dihydro-1,6-naphthyridin-6(5H)-yl)-4H-pyrimido[1,2-b]pyridazin-4-one CC1=C(C=2N(N=C1N1CC=3C=C(C=NC3CC1)C1=C(C=CC=C1)C)C(C=CN2)=O)C